C(CC=C)OC=1C=2N(C=C(N1)C1=CC(=NC=C1Cl)Cl)C=CN2 8-(but-3-en-1-yloxy)-6-(2,5-dichloropyridin-4-yl)imidazo[1,2-a]Pyrazine